FC1=CC=CC2=C1C(=C(O2)[C@H](C(C)C)NC(=O)NC2CCC(CC2)O)C 1-((S)-1-(4-fluoro-3-methylbenzofuran-2-yl)-2-methylpropyl)-3-((1r,4S)-4-hydroxycyclohexyl)urea